[6-[[1-(2,2,2-trifluoroethyl)-1,2,4-triazol-3-yl]methyl]-2-azaspiro[3.3]heptan-2-yl]-[6-[3-(trifluoromethyl)-1,2,4-triazol-1-yl]-2-azaspiro[3.3]heptan-2-yl]methanone FC(CN1N=C(N=C1)CC1CC2(CN(C2)C(=O)N2CC3(C2)CC(C3)N3N=C(N=C3)C(F)(F)F)C1)(F)F